C(C)N(CCC1=CC=C(C=C1)NC(=O)C1=C(C=C(C(=C1)OC)OC)NC(=O)C=1OC2=CC=CC=C2C(C1)=O)CC1=CC(=CC=C1)C=1OC=CC1 N-(2-((4-(2-(Ethyl(3-(furan-2-yl)benzyl)amino)ethyl)phenyl)carbamoyl)-4,5-dimethoxyphenyl)-4-oxo-4H-chromene-2-carboxamide